ClC1=C(C=CC=C1C1C(NC(CC1)=O)=O)C1=CC=C(C=C1)N1C(COCC1=O)(C)C 3-(2-chloro-4'-(3,3-dimethyl-5-oxomorpholino)-[1,1'-biphenyl]-3-yl)piperidine-2,6-dione